ClC=1C=C(C=C2C(=C(C=NC12)C#N)NC1=CC(=C(C=C1)F)Cl)NC(C=1N=NN(C1)C1CCNCC1)C=1N=NN(C1)C 8-chloro-4-((3-chloro-4-fluorophenyl)amino)-6-(((1-methyl-1H-1,2,3-triazol-4-yl)(1-(piperidin-4-yl)-1H-1,2,3-triazol-4-yl)methyl)amino)quinoline-3-carbonitrile